6-((1-((1-(2-hydroxy-2-methylpropoxy)-2-methylpropan-2-yl)sulfonyl)cyclopropyl)methyl)-1-methyl-7-oxo-4,5,6,7-tetrahydro-1H-pyrazolo[3,4-c]pyridine-3-carboxylic acid OC(COCC(C)(C)S(=O)(=O)C1(CC1)CN1C(C2=C(CC1)C(=NN2C)C(=O)O)=O)(C)C